CC=1NN(C(N1)=O)C1=CC=CC=C1 3-methyl-1-phenyl-1,2,4-triazol-5-one